N1-(2-(4-(2-(Dihexylamino)ethyl)piperazin-1-yl)ethyl)-N1,N2,N2-tridodecylethan-1,2-diamine C(CCCCC)N(CCN1CCN(CC1)CCN(CCN(CCCCCCCCCCCC)CCCCCCCCCCCC)CCCCCCCCCCCC)CCCCCC